C(C1CCC=CC1)O 1,2,3,6-tetrahydrobenzylalcohol